CC1(C2=CC=CC=C2C=2C=CC(=CC12)C1=CC=CC=2C3=C(SC21)C(=CC=C3)B(O)O)C 6-(9,9-dimethylfluoren-2-yl)dibenzothiophen-4-ylboronic acid